C1(=CC=CC=C1)CCCC1=NNC(O1)=O 5-(3-phenylpropyl)-1,3,4-oxadiazol-2(3H)-one